COC1=NN(C(=C1)C)C1=NC(=CC=C1C(C)O)N1C=NC2=C1C=CC(=C2)NC=2N=NC(=CC2)C 1-[2-(3-methoxy-5-methyl-pyrazol-1-yl)-6-[5-[(6-methylpyridazin-3-yl)amino]benzimidazol-1-yl]-3-pyridyl]ethanol